4-(3-nitro-1H-indol-5-yl)-3-oxo-piperazine-1-carboxylic acid tert-butyl ester C(C)(C)(C)OC(=O)N1CC(N(CC1)C=1C=C2C(=CNC2=CC1)[N+](=O)[O-])=O